[Na].FC(C1=CC(=NC=C1)S(=O)(=O)N)(F)F 4-(trifluoromethyl)-2-pyridylsulfonamide sodium salt